(4-(4-(piperazin-1-ylmethyl)piperidin-1-yl)phenyl)piperidine-2,6-dione N1(CCNCC1)CC1CCN(CC1)C1=CC=C(C=C1)N1C(CCCC1=O)=O